CC1=C(CP(C2=CC=CC=C2)C2=CC=CC=C2)C(=CC(=C1)C)C 2,4,6-trimethylbenzyl-diphenyl-phosphine